1-(tert-butyl)-4-(3-(trifluoromethyl)phenoxy)-1H-1,2,3-triazole-5-carboxylic acid C(C)(C)(C)N1N=NC(=C1C(=O)O)OC1=CC(=CC=C1)C(F)(F)F